O1C[C@@H](CCC1)NC(=O)C1=CC2=C(OCCCN3C2=CN=C3)C=C1 (R)-N-(tetrahydro-2H-pyran-3-yl)-6,7-dihydro-5H-benzo[b]imidazo[5,1-d][1,5]oxazocine-11-carboxamide